ClC1=C(C=CC(=C1)CNC1CCC(CC1)(C)O)N1N=CC(=C1)C1=NC(=NC=C1C#N)NC1CCN(CC1)S(=O)(=O)C1CC1 4-(1-(2-Chloro-4-((((1r,4r)-4-hydroxy-4-methylcyclohexyl)amino)methyl)phenyl)-1H-pyrazol-4-yl)-2-((1-(cyclopropylsulfonyl)piperidin-4-yl)amino)pyrimidine-5-carbonitrile